COC=1C=C(C=CC1OC)[C@@]12CCN([C@H]2C=C(CC1)OC(C1=C(C(=CC=C1)C)C)=O)C (3aS,7aS)-3a-(3,4-dimethoxyphenyl)-1-methyl-2,3,3a,4,5,7a-hexahydro-1H-indol-6-yl-2,3-dimethylbenzoate